OC1=CC=C(C=C1)N(N=C(C1=NC(=NC=C1C1=C(C=CC=C1)Cl)NC1=CC=C(C=C1)C#N)C1=NC(=NC=C1C1=C(C=CC=C1)Cl)NC1=CC=C(C=C1)C#N)C(=O)N 2-chlorophenyl-2-(4-cyanophenylamino)-pyrimidin-4-ylketone-N-(4-hydroxyphenyl) semicarbazone